NC1=C2C(=NC=N1)N(N=C2C2=CC=C(CNC(C1=C(C=CC(=C1)F)OC)=O)C=C2)C=2C=NC(=CC2)N2CCC(CC2)C=O N-(4-(4-amino-1-(6-(4-formylpiperidin-1-yl)pyridin-3-yl)-1H-pyrazolo[3,4-d]pyrimidin-3-yl)benzyl)-5-fluoro-2-methoxybenzamide